OC1=CC=C(C=C1)C(=C(CC)C1=CC=C(C=C1)O)C1=CC=C(OCCN(C)CC2=CC(=C3C(N(C(C3=C2)=O)C2C(NC(CC2)=O)=O)=O)F)C=C1 6-(((2-(4-(1,2-bis(4-hydroxyphenyl)but-1-en-1-yl)phenoxy)ethyl)(methyl)amino)methyl)-2-(2,6-dioxopiperidin-3-yl)-4-fluoroisoindoline-1,3-dione